4-((1-(4-(hydroxymethyl)thiazol-2-yl)-3-phenyl-5-(trifluoromethyl)-1H-pyrazol-4-yl)methyl)benzenesulfonamide OCC=1N=C(SC1)N1N=C(C(=C1C(F)(F)F)CC1=CC=C(C=C1)S(=O)(=O)N)C1=CC=CC=C1